ClC1=CC(=NC(=C1)NCC(C)(C)C)C1(CC1)NC(C[C@](C)(O)C1=C(C=C(C=C1)F)F)=O (S)-N-(1-(4-chloro-6-(neopentylamino)pyridin-2-yl)cyclopropyl)-3-(2,4-difluorophenyl)-3-hydroxybutanamide